2-(3-hydroxy-3-methylbutyl)-N-(2-hydroxyethyl)-6-(6-(trifluoromethyl)picolinamido)imidazo[1,2-a]pyridine-7-carboxamide OC(CCC=1N=C2N(C=C(C(=C2)C(=O)NCCO)NC(C2=NC(=CC=C2)C(F)(F)F)=O)C1)(C)C